trans-4-((3-(1-Cyclopropyl-1H-pyrazol-4-yl)phenyl)((trans-4-(4-methoxy-3-methyl-phenyl)cyclohexyl)-methyl)carbamoyl)-cyclohexyl 3-(dimeth-ylamino)azetidine-1-carboxylate CN(C1CN(C1)C(=O)O[C@@H]1CC[C@H](CC1)C(N(C[C@@H]1CC[C@H](CC1)C1=CC(=C(C=C1)OC)C)C1=CC(=CC=C1)C=1C=NN(C1)C1CC1)=O)C